3,15-dibenzyl-6,9,12-trioxa-3,15-diazaheptadecane-1,17-diol C(C1=CC=CC=C1)N(CCO)CCOCCOCCOCCN(CCO)CC1=CC=CC=C1